CC1=C(C=C(C(N1C1=CC(=CC=C1)C(F)(F)F)=O)C(=O)NCC1=CC=C(C=C1)S(=O)(=O)C)CN1CCOCC1 6-methyl-N-[4-(methylsulfonyl)benzyl]-5-(morpholin-4-ylmethyl)-2-oxo-1-[3-(trifluoromethyl)phenyl]-1,2-dihydropyridine-3-carboxamide